1-(4-((4-(6-(1H-imidazol-2-yl)-2-methylpyridin-3-yl)piperazin-1-yl)methyl)-6-methoxypyridin-2-yl)-3-ethylurea N1C(=NC=C1)C1=CC=C(C(=N1)C)N1CCN(CC1)CC1=CC(=NC(=C1)OC)NC(=O)NCC